cyclobutane-1,3-dicarboxylate C1(CC(C1)C(=O)[O-])C(=O)[O-]